C(C1=CC=CC=C1)OC1CN(C1)S(=O)(=O)N1C[C@H](CC1)C(=O)OC([C@@H](NC)C(C)C)=O ((S)-1-((3-(benzyloxy)azetidin-1-yl)sulfonyl)pyrrolidine-3-carbonyl)-N-methyl-L-valinate